O1CCN(C2=C1C=CC=C2)NC(=O)C2=C(C1=NC=CC(=C1S2)C2=C(C(=CC(=C2)F)F)F)N2CC(C2)F N-(2,3-dihydro-1,4-benzoxazin-4-yl)-3-(3-fluoroazetidin-1-yl)-7-(2,3,5-trifluorophenyl)thieno[3,2-b]Pyridine-2-carboxamide